2,3-dihydrobenzofuran-5-carboxaldehyde O1CCC2=C1C=CC(=C2)C=O